O1CCN(CC1)C1=NC(=C2C=CC=NC2=C1)OC1CCC(CC1)NC1=CC=C(OCCNC(C)=O)C=C1 N-(2-(4-(((1S,4S)-4-((7-morpholino-1,6-naphthyridin-5-yl)oxy)cyclohexyl)amino)phenoxy)ethyl)acetamide